P(OC1=C(C=CC=C1)C(C)(C)C)(OC1=C(C=CC=C1)C(C)(C)C)OC(C)(C)C bis(2-t-butylphenyl) (t-butyl) phosphite